2H-1,3-DIAZEPINONE N=1C(N=CC=CC1)=O